C(N)(=O)[C@H]1N2C(N([C@H](C=C1C)C2)OC(C(=O)OCCOC)F)=O 2-methoxyethyl {[(2S,5R)-2-carbamoyl-3-methyl-7-oxo-1,6-diazabicyclo[3.2.1]oct-3-en-6-yl]oxy}(fluoro)acetate